(S)-6-(((R)-1-carboxy-2-(1-methyl-1H-indol-3-yl)ethyl)amino)-6-oxohexane-1,5-diaminium sulfate S(=O)(=O)([O-])[O-].C(=O)(O)[C@@H](CC1=CN(C2=CC=CC=C12)C)NC([C@H](CCCC[NH3+])[NH3+])=O